BrC=1C=2N(C=C(C1)C1CC1)N=C(N2)CN2C(C1=CC=CC=C1C2=O)=O 2-((8-bromo-6-cyclopropyl-[1,2,4]triazolo[1,5-a]pyridin-2-yl)methyl)isoindoline-1,3-dione